NC1=C(C=2C(=NN3C2C(CCC3)=O)N1C1=C(C(=CC=C1C)OC)C)C#N 2-Amino-1-(3-methoxy-2,6-dimethylphenyl)-4-oxo-4,5,6,7-tetrahydro-1H-pyrrolo[2',3':3,4]pyrazolo[1,5-a]pyridine-3-carbonitrile